N-ETHYL-3-(3-FORMYLPHENOXY)PROPANAMIDE C(C)NC(CCOC1=CC(=CC=C1)C=O)=O